C(C)(C)(C)OC(=O)N[C@@H](CCCCN)C(=O)O (e)-tert-butoxycarbonyllysine